2,7-dinitro-10H-phenoxazine [N+](=O)([O-])C1=CC=2NC3=CC=C(C=C3OC2C=C1)[N+](=O)[O-]